isochromene-1,6(2H,4H)-dione C1(OCCC=2CC(C=CC12)=O)=O